bis(4-(3-(1-adamantyl)-9-carbazolyl)styryl)-1,1'-biphenyl C12(CC3CC(CC(C1)C3)C2)C=2C=CC=3N(C1=CC=CC=C1C3C2)C2=CC=C(C=CC3=CC=C(C=C3)C3=CC=C(C=C3)C=CC3=CC=C(C=C3)N3C1=CC=CC=C1C=1C=C(C=CC31)C31CC4CC(CC(C3)C4)C1)C=C2